NC1=CC=C(OC(=O)C2CCN(CC2)C2=CC=C(C=C2)N)C=C1 4-(4-aminophenoxycarbonyl)-1-(4-aminophenyl)piperidine